(R,R,R)-N'-((3,5-dimethyl-1,2,3,5,6,7-hexa-hydrodicyclopenta[b,e]pyridin-8-yl)carbamoyl)-4-(2-hydroxypropan-2-yl)thiophene-2-sulfonimidamide C[C@@H]1CCC=2C1=NC1=C(C2NC(=O)N=[S@](=O)(N)C=2SC=C(C2)C(C)(C)O)CC[C@H]1C